(S,E)-3-((3-(3-(2-(4-(dimethylamino)-N-methylbut-2-enamido)propanamido)propoxy)phenyl)amino)-6-ethyl-5-(pentan-3-ylamino)pyrazine-2-carboxamide CN(C/C=C/C(=O)N(C)[C@H](C(=O)NCCCOC=1C=C(C=CC1)NC=1C(=NC(=C(N1)NC(CC)CC)CC)C(=O)N)C)C